2-(4-((2-(ethylthio)pyrimidin-5-yl)methyl)piperazin-1-yl)-1H-benzo[d]imidazole C(C)SC1=NC=C(C=N1)CN1CCN(CC1)C1=NC2=C(N1)C=CC=C2